2-methyl-2-[5-(4,4,5,5-tetramethyl-1,3,2-dioxaborolan-2-yl)pyrimidin-2-yl]propan-1-ol CC(CO)(C)C1=NC=C(C=N1)B1OC(C(O1)(C)C)(C)C